CN1C=NC(=C1C)C 1,4,5-trimethyl-imidazole